4-Chloro-6-((2,6-difluorophenyl)ethynyl)quinoline ClC1=CC=NC2=CC=C(C=C12)C#CC1=C(C=CC=C1F)F